8-(4,4-dimethylcyclohex-1-en-1-yl)-N-(1-hydroxy-3-methoxypropan-2-yl)quinoline-3-carboxamide CC1(CC=C(CC1)C=1C=CC=C2C=C(C=NC12)C(=O)NC(CO)COC)C